2-(3,5-difluoro-4-methylphenyl)-5-methoxy-3,4-dihydro-2H-pyrrole FC=1C=C(C=C(C1C)F)C1N=C(CC1)OC